C(C)N1N=CC2=CC=C(C=C12)B1OC(C(O1)(C)C)(C)C 1-ethyl-6-(4,4,5,5-tetramethyl-1,3,2-dioxaborolan-2-yl)-1H-indazole